C(CCC)O[Si](CCCCCCS)(OCCCC)OCCCC 6-(tributoxysilyl)-1-hexanethiol